methyl-((3-(2-(4-methylphenyl) pyridin-4-yl)-1H-pyrazol-1-yl) methyl) benzoate C(C1=CC=CC=C1)(=O)OC(N1N=C(C=C1)C1=CC(=NC=C1)C1=CC=C(C=C1)C)C